2,7-di-tert-butyl-9,9-dimethylacridine C(C)(C)(C)C1=CC=2C(C3=CC(=CC=C3NC2C=C1)C(C)(C)C)(C)C